3-amino-8-bromo-N-(5-methylisooxazol-3-yl)imidazo[1,2-a]pyridine-2-carboxamide NC1=C(N=C2N1C=CC=C2Br)C(=O)NC2=NOC(=C2)C